3-[4-Hydroxy-3-[2-hydroxy-5-[(E)-3-(2-hydroxyphenyl)-3-oxoprop-1-enyl]phenyl]phenyl]-1-(2-hydroxyphenyl)propan-1-one OC1=C(C=C(C=C1)CCC(=O)C1=C(C=CC=C1)O)C1=C(C=CC(=C1)\C=C\C(=O)C1=C(C=CC=C1)O)O